(E)-3-[4-[4-(3,4-Dihydropyridazin-6-yl)butoxy]phenyl]-1-(2-hydroxyphenyl)prop-2-en-1-one N1=NCCC=C1CCCCOC1=CC=C(C=C1)/C=C/C(=O)C1=C(C=CC=C1)O